tert-butyl (3R)-3-{3-[2-(methoxymethoxy)-6-methyl-4-(trifluoromethyl)phenyl]-7H-pyrrolo[2,3-c]pyridazin-7-yl}piperidine-1-carboxylate COCOC1=C(C(=CC(=C1)C(F)(F)F)C)C1=CC2=C(N=N1)N(C=C2)[C@H]2CN(CCC2)C(=O)OC(C)(C)C